COC(CC(=O)O)C(C(CC)C)NC 3-methoxy-5-methyl-4-(methylamino)heptanoic acid